N(=C=S)N1C(CCCC1(C)C)(C)C Isothiocyano-2,2,6,6-tetramethylpiperidine